CC1=C(N2C=CC=CC2=C1OC)C(=O)C3=CC(=C(C=C3)N)C(=O)[O-] The molecule is an aminobenzoate that is the conjugate base of 2-amino-5-[(1-methoxy-2-methylindolizin-3-yl)carbonyl]benzoic acid, obtained by deprotonation of the carboxy group. It is a conjugate base of a 2-amino-5-[(1-methoxy-2-methylindolizin-3-yl)carbonyl]benzoic acid.